4-(1-(4-Phenyl-1-(4-(trifluoromethyl)benzyl)-1H-indol-7-amido)cyclopropyl)benzoic acid C1(=CC=CC=C1)C1=C2C=CN(C2=C(C=C1)C(=O)NC1(CC1)C1=CC=C(C(=O)O)C=C1)CC1=CC=C(C=C1)C(F)(F)F